ClC1=CC=C(C=C1)C1=NN(C(=C1O)C1=CC=CC=C1)C 3-(4-chlorophenyl)-1-methyl-5-phenyl-4-hydroxy-pyrazole